O1C(OCC1)CC/C=C/CCO[Si](C)(C)C(C)(C)C (E)-(6-(1,3-dioxolan-2-yl)hex-3-enyloxy)(tert-butyl)dimethylsilane